ClC=1N=CC2=C(N1)C=C(N2)CCCCO 4-(2-chloro-5H-pyrrolo[3,2-d]pyrimidin-6-yl)butan-1-ol